NC1=NC=2C=CC(=CC2C2=C1[C@H](OC2)C)C(=O)N2[C@@H]1[C@H]([C@H](C2)C2=CC=CC=C2)CCC1 ((3R)-4-amino-3-methyl-1,3-dihydrofuro[3,4-c]quinolin-8-yl)((3S,3aS,6aS)-3-phenylhexahydrocyclopenta[b]pyrrol-1(2H)-yl)methanone